C(#N)C=1C2=C(SC1N(S(=O)(=O)C1=CC=CC3=CC=CC=C13)CC=1N=NN(C1)CCCCCCCCCC)CCCC2 N-(3-cyano-4,5,6,7-tetrahydrobenzo[b]thiophen-2-yl)-N-((1-decyl-1H-1,2,3-triazol-4-yl)methyl)naphthalene-1-sulfonamide